[1,1'-biphenyl]-3-Ylboronic acid C1(=CC(=CC=C1)B(O)O)C1=CC=CC=C1